ClC=1C(=CC(=NC1)NC=1C=C(C=NC1)N1C(CCC1)=O)C1=CC=C(C=C1)F 1-(5-((5-chloro-4-(4-fluorophenyl)pyridin-2-yl)amino)pyridin-3-yl)pyrrolidin-2-one